C1(CCC1)NC1=NC(=NC=C1C(F)(F)F)NC=1C=C2C(=NC1)NC=C2 N4-cyclobutyl-N2-(1H-pyrrolo[2,3-b]pyridin-5-yl)-5-(trifluoromethyl)pyrimidine-2,4-diamine